3-(5-fluoropyridin-2-yl)-N-(3-isopropylpyridin-2-yl)-1,2,4-thiadiazol-5-amine FC=1C=CC(=NC1)C1=NSC(=N1)NC1=NC=CC=C1C(C)C